5-(benzylthio)-4-methyl-1H-pyrazole C(C1=CC=CC=C1)SC1=C(C=NN1)C